CS(=O)(=O)C1=CC=C(C=C1)C=1N=C2N(C[C@H](CC2)C2CCNCC2)C1 (R)-2-(4-(methylsulfonyl)phenyl)-6-(piperidin-4-yl)-5,6,7,8-tetrahydroimidazo[1,2-a]pyridine